14-(2-ethylpiperidin-1-yl)-3-(2-((2-hexyldecanoyl)oxy)ethyl)-4-oxo-5,12-dioxa-8,9-dithia-3-azatetradecyl 2-hexyldecanoate C(CCCCC)C(C(=O)OCCN(C(OCCSSCCOCCN1C(CCCC1)CC)=O)CCOC(C(CCCCCCCC)CCCCCC)=O)CCCCCCCC